ClC(=C1[C@@H]2CC[C@H]1C1=C(C=CC=C21)N)Cl |r| N-[(1RS,4SR)-9-(dichloromethylene)-1,2,3,4-tetrahydro-1,4-methanonaphthalen-5-yl]amine